P(=O)([O-])([O-])[O-].[Mn+2].P(=O)([O-])([O-])[O-].[Mn+2].[Mn+2] Manganese(II) phosphate